C(C)(C)(C)C=1C=CC2=C(C3=CC=CC=C3C(=C2C1)C1=CC2=CC=CC=C2C=C1)C1=CC2=CC=CC=C2C=C1 3-tert-butyl-9,10-bis(naphthalene-2-yl)anthracene